ClC1=C(C(=CC=C1)OC)C(C(=O)NC(C(=O)O)CCN(CCCCC1=NC=2NCCCC2C=C1)CC(CF)OC)C 2-[[2-(2-chloro-6-methoxy-phenyl)propanoyl]amino]-4-[[3-fluoro-2-methoxy-propyl]-[4-(5,6,7,8-tetrahydro-1,8-naphthyridin-2-yl)butyl]amino]butanoic acid